C(C)(C)(C)CC(C(C(C)(C)C)(C(C)(C)C)C(C)(C)C)(C1CCCCC1)C1CCCCC1 tetra-tert-butyl-2,2-dicyclohexylpropane